C(CCCCCCC\C=C/C\C=C/CCCCC)NCCN1CCN(CC1)C(=O)OC(C)(C)C tert-Butyl 4-(2-(((9Z,12Z)-octadeca-9,12-dien-1-yl)amino)ethyl)piperazine-1-carboxylate